CN(CCC1(C(C=C(C=C1)NC=1N=C(C2=C(N1)NC=C2)C2=CNC1=C(C=CC=C21)OC)N)NC)C 1-(2-(dimethylamino)ethyl)-N4-(4-(7-methoxy-1H-indol-3-yl)-7H-pyrrolo[2,3-d]pyrimidin-2-yl)-N1-methylbenzene-1,2,4-triamine